N1N=C(C=C1)C(=O)O 1H-pyrazole-3-formic acid